BrC=1N=C2C(=NC1)N(C(N2)=O)C 5-bromo-1-methyl-1,3-dihydro-2H-imidazo[4,5-b]pyrazin-2-one